5-(tert-butoxymethyl)-7-oxo-bicyclo[2.2.1]Hept-2-ene C(C)(C)(C)OCC1C2C=CC(C1)C2=O